4-((3-(1-((tert-butyldimethylsilyl)oxy)ethyl)-2,5-dihydro-1H-pyrrol-1-yl)sulfonyl)-3-chlorobenzonitrile [Si](C)(C)(C(C)(C)C)OC(C)C=1CN(CC1)S(=O)(=O)C1=C(C=C(C#N)C=C1)Cl